OC1=NC(=NN1)CCCCCCCCC1=NNC(=N1)O 3,3'-octamethylenebis(5-hydroxy-1H-1,2,4-triazole)